C(C)OC=1SC(=C(N1)C)C(=O)NC[C@@H](CC)C(N[C@H]1C2=C(CN3N(C1=O)CCC3)C=CC=C2)=O 2-ethoxy-4-methyl-N-((R)-2-(((S)-11-oxo-2,3,10,11-tetrahydro-1h,5h-benzo[d]pyrazolo[1,2-a][1,2]diazepin-10-yl)carbamoyl)butyl)thiazole-5-carboxamide